ClC1=C(C(=C(C=C1OC)OC)Cl)C=1N=C(C2=C(N1)C=NC(=C2)N[C@H]2[C@H](COC2)NC(C=C)=O)NC N-((3R,4S)-4-((2-(2,6-dichloro-3,5-dimethoxyphenyl)-4-(methylamino)pyrido[3,4-d]pyrimidin-6-yl)amino)tetrahydrofuran-3-yl)acrylamide